CC1=NC2=CC=CC=C2C(=N1)C(=C)C1=CC(=C(C(=C1)OC)OC)OC 2-Methyl-4-[1-(3,4,5-trimethoxy-phenyl)-vinyl]-quinazoline